CN1C(C2=CC(=CC(=C2C=C1C=1C=NC(=NC1)C=1C=NN(C(C1)=O)C)[C@@H](C)NC(OC(C)(C)C)=O)C)=O tert-butyl (R)-(1-(2,7-dimethyl-3-(2-(1-methyl-6-oxo-1,6-dihydropyridazin-4-yl)pyrimidin-5-yl)-1-oxo-1,2-dihydroisoquinolin-5-yl)ethyl)carbamate